FC1=C(N)C=C(C(=C1)OC1=CC2=C(N(C=N2)C)C=C1)C 2-fluoro-5-methyl-4-((1-methyl-1H-benzo[d]imidazol-5-yl)oxy)aniline